1,21-heneicosanediol C(CCCCCCCCCCCCCCCCCCCCO)O